trimethyl-hafnium bromide [Br-].C[Hf+](C)C